CC=1C=C2C(C=C(OC2=CC1)C1=CC=CC=C1)=O 6-methyl-2-phenyl-chromen-4-one